COP(OC)(=O)CCC propylphosphonic acid dimethyl ester